ClC1=C2C=NNC2=CC=C1NC=1OC(=NN1)C1=CC(=NC=C1)C=1OC=C(N1)C N-(4-chloro-1H-indazol-5-yl)-5-(2-(4-methyl-oxazol-2-yl)pyridin-4-yl)-1,3,4-oxadiazol-2-amine